6-(1-methyl-1H-pyrazol-3-yl)-8-(phenylamino)-7-(pyridin-4-yl)-3,4-dihydropyrrolo[1,2-a]pyrazin-1(2H)-one CN1N=C(C=C1)C1=C(C(=C2N1CCNC2=O)NC2=CC=CC=C2)C2=CC=NC=C2